(R)-N-(4-(3-chloro-4-methyl-5-oxo-4,5,6,7-tetrahydrothieno[3,2-b]pyridin-2-yl)-5,6,7,8-tetrahydroisoquinolin-8-yl)propanamide ClC1=C(SC2=C1N(C(CC2)=O)C)C2=CN=CC=1[C@@H](CCCC21)NC(CC)=O